C(#N)C1=C2CC[C@@H](C2=CC=C1)N (S)-4-cyano-2,3-dihydro-1H-inden-1-amine